methyl 2-methoxy-5-(1,4-dioxaspiro[4.5]dec-7-en-8-yl)benzoate COC1=C(C(=O)OC)C=C(C=C1)C1=CCC2(OCCO2)CC1